1-[(3R)-3-[3-[(3-methylazetidin-1-ium-3-yl)carbamoyl]phenyl]-3-[[(7S)-7-tert-butyl-5,6,7,8-tetrahydrothiazolo[5,4-b]quinoline-2-carbonyl]amino]propyl]piperidine-4-carboxylic acid CC1(C[NH2+]C1)NC(=O)C=1C=C(C=CC1)[C@@H](CCN1CCC(CC1)C(=O)O)NC(=O)C=1SC2=NC=3CC[C@@H](CC3C=C2N1)C(C)(C)C